cesium 2-propylvalerate C(CC)C(C(=O)[O-])CCC.[Cs+]